N[C@@H](CCCNC(N)=N)C(=O)O (2S)-arginine